CC1=CC=C(C=C1)S(=O)(=O)OCCCOCCCOC1OCCCC1 3-(3-((tetrahydro-2H-pyran-2-yl)oxy)propoxy)propyl 4-methylbenzenesulfonate